C=C1C(N([C@H]2C[C@@H]12)C(=O)OC(C)(C)C)=O (1S,5S)-Tert-butyl 4-methylene-3-oxo-2-azabicyclo[3.1.0]hexane-2-carboxylate